O1C=C(C2=NC=CC=C21)C(=O)OC methyl furo[3,2-b]pyridine-3-carboxylate